N(=NC(C)(C)C(NC1=CC=C(C=C1)Cl)=N)C(C)(C)C(NC1=CC=C(C=C1)Cl)=N 2,2'-azobis{2-[N-(4-chlorophenyl)amidino]propane}